(E)-1-(2-ethoxyvinyl)-4-nitro-2-((trifluoromethyl)sulfonyl)benzene C(C)O/C=C/C1=C(C=C(C=C1)[N+](=O)[O-])S(=O)(=O)C(F)(F)F